2-amino-6-(4-methylpiperazin-1-yl)pyridine-3,5-dicarbonitrile NC1=NC(=C(C=C1C#N)C#N)N1CCN(CC1)C